[Na].C(CCC(=O)OCCCCC)(=O)OCCCCC dipentyl succinate sodium